tert-butyl 3-(hydroxymethyl)-3-phenethylpyrrolidine-1-carboxylate OCC1(CN(CC1)C(=O)OC(C)(C)C)CCC1=CC=CC=C1